1-(3-(3-fluoro-5-(5-methyl-1H-indazol-4-yl)-1H-indol-1-yl)azetidin-1-yl)prop-2-en-1-one FC1=CN(C2=CC=C(C=C12)C1=C2C=NNC2=CC=C1C)C1CN(C1)C(C=C)=O